(2R,3R)-butane-2,3-diol C[C@H]([C@@H](C)O)O